(3R,4S)-3-fluoro-N-(2-{3-[(4-methanesulfonyl-2-methoxyphenyl)amino]prop-1-yn-1-yl}-3-(2,2,2-trifluoroethyl)imidazo[1,2-a]pyridin-8-yl)-1-methylpiperidin-4-amine F[C@@H]1CN(CC[C@@H]1NC=1C=2N(C=CC1)C(=C(N2)C#CCNC2=C(C=C(C=C2)S(=O)(=O)C)OC)CC(F)(F)F)C